Ethyl (1S,2S)-2-(4-acetyl-3-fluorophenyl)cyclopropane-1-carboxylate C(C)(=O)C1=C(C=C(C=C1)[C@@H]1[C@H](C1)C(=O)OCC)F